DESOXY-CYTIDIN [C@@H]1(C[C@H](O)[C@@H](CO)O1)N1C(=O)N=C(N)C=C1